C(#N)CNCCN1C(N(CC1)CCNCCN(CC#N)CC#N)=O 2,2'-((2-((2-(3-(2-((cyanomethyl)amino)eth-yl)-2-oxoimidazolidin-1-yl)ethyl)amino)ethyl)azane-diyl)diacetonitrile